O1CCOC2=C1C=CC=C2OC2=CC(=C(OC=1C=C(C=CC1)CCC(=O)O)C=C2)C(F)(F)F 3-[3-[4-(2,3-dihydro-1,4-benzodioxin-5-yloxy)-2-(trifluoromethyl)phenoxy]phenyl]propanoic acid